(E)-1-(4-(3-(benzo[d]oxazol-2-yl-thio)propoxy)phenyl)-3-(4-bromophenyl)-2-propen-1-one O1C(=NC2=C1C=CC=C2)SCCCOC2=CC=C(C=C2)C(\C=C\C2=CC=C(C=C2)Br)=O